2-(aminomethyl)spiro[3.3]Heptane-2-ol hydrochloride Cl.NCC1(CC2(C1)CCC2)O